ClC1=CC=C(C=C1)C=1N=C2N(C=CC=C2)C1CN1C2CN(C(C1)CC2)C(=O)C2=CC(=CC=C2)OCC (5-{[2-(4-Chlorophenyl)imidazo[1,2-a]pyridin-3-yl]methyl}-2,5-diazabicyclo[2.2.2]oct-2-yl)(3-ethoxyphenyl)methanone